2-((3-fluoro-cyclopentyl)-amino)-4-(trifluoro-methyl)benzonitrile FC1CC(CC1)NC1=C(C#N)C=CC(=C1)C(F)(F)F